CC1(N(C(N(C1=O)C1=CC(=C(C#N)C=C1)C(F)(F)F)=O)CCNC1=C2C=CC=NC2=C(C=C1)[N+](=O)[O-])C 4-(4,4-dimethyl-2,5-dioxo-3-(2-(8-nitroquinolin-5-ylamino)ethyl)imidazolin-1-yl)-2-(trifluoromethyl)benzonitrile